N1=C(C=CC=C1)C=1C(=C2N(N1)CCC2)C=2C=CC1=C(N=CN1)C2 6-(2-pyridin-2-yl-5,6-dihydro-4H-pyrrolo[1,2-b]pyrazol-3-yl)-benzoimidazol